CC(CCCCC\C=C/CCCCC)CCCCCCCC 13-Methyl-(Z)-6-heneicosene